8-((dimethylamino)methyl)-6-methoxy-7-phenyl-1H-phenalen-1-one CN(C)CC=1C(=C2C(=CC=C3C=CC(C(C1)=C32)=O)OC)C3=CC=CC=C3